OC1=C(C=CC(=C1)C(F)(F)F)C1=NN=C(C2=CC=C(C=C12)C)NC[C@@H](CO)O (2S)-3-[[4-[2-hydroxy-4-(trifluoromethyl)phenyl]-6-methyl-phthalazin-1-yl]amino]propane-1,2-diol